(18S)-11,11,16,16-tetramethyl-21-(pyridin-2-yl)-2λ6-thia-3,13,15,22,27-pentaazapentacyclo[21.3.1.115,18.05,14.07,12]octacosa-1(27),5(14),6,12,23,25-hexaene-2,2,4-trione CC1(CCCC2=CC=3C(NS(C=4C=CC=C(NC(CC[C@H]5CC(N(C3N=C12)C5)(C)C)C5=NC=CC=C5)N4)(=O)=O)=O)C